O=C1N(C=CC(=C1)OCC1=CC=C(C=C1)B(O)O)C1=CC=C(C=C1)OCCN1CCCC1 (4-{[(2-oxo-1-{4-[2-(pyrrolidin-1-yl)ethoxy]phenyl}-1,2-dihydropyridin-4-yl)oxy]methyl}phenyl)boronic acid